1-(ethyl-sulfonyl)azetidine-3-one C(C)S(=O)(=O)N1CC(C1)=O